1,1,1,2,2-pentafluoro-4-iodo-butane FC(C(CCI)(F)F)(F)F